N-(4-aminophenyl)Oxamic Acid NC1=CC=C(C=C1)NC(C(=O)O)=O